carbonic acid (Z)-hex-3-en-1-ylmethyl ester C(C\C=C/CC)COC(O)=O